C1(=CC=CC=C1)[C@H]1N(OCC1)C(=O)C1CCNCC1 [(3S)-3-phenylisoxazolidin-2-yl]-(4-piperidyl)methanone